2-[(4S)-4-[[6-oxo-5-(trifluoromethyl)-1H-pyridazin-4-yl]amino]pentyl]-6-[4-(trifluoromethyl)pyrazol-1-yl]isoquinolin-1-one O=C1C(=C(C=NN1)N[C@H](CCCN1C(C2=CC=C(C=C2C=C1)N1N=CC(=C1)C(F)(F)F)=O)C)C(F)(F)F